2,2-Difluorovinyl-4-methylbenzenesulfonate FC(=COS(=O)(=O)C1=CC=C(C=C1)C)F